(R)-N-(8,9-difluoro-6-oxo-1,4,5,6-tetrahydro-2H-pyrano[3,4-c]isoquinolin-1-yl)-N-methyl-4H-thieno[3,2-b]pyrrole-5-carboxamide FC=1C(=CC=2C3=C(NC(C2C1)=O)COC[C@@H]3N(C(=O)C3=CC1=C(N3)C=CS1)C)F